7-bromo-3-butyl-3-ethyl-5-(4-fluorophenyl)-8-methoxy-2,3-dihydro-1,5-benzothiazepin-4(5H)-one BrC=1C(=CC2=C(N(C(C(CS2)(CC)CCCC)=O)C2=CC=C(C=C2)F)C1)OC